2-methyl-5-(methyl-d3)-4,5-dihydro-2H-pyrazolo[4,3-c]quinolin-6-amine CN1N=C2C(CN(C3=C(C=CC=C23)N)C([2H])([2H])[2H])=C1